C1=C(C=C(C=C1Cl)I)Cl 3,5-Dichloroiodobenzene